3-methyl-4-nitro-1-(2,2,2-trifluoroethyl)pyrazole CC1=NN(C=C1[N+](=O)[O-])CC(F)(F)F